CC1=CC(=CC(=N1)N1[C@@H](CCC1=O)C(=O)OC(C)(C)C)C(F)(F)F tert-butyl (2S)-1-[6-methyl-4-(trifluoromethyl)-2-pyridyl]-5-oxo-pyrrolidine-2-carboxylate